glutamic acid, Amide N[C@@H](CCC(=O)O)C(=O)N